2-iodo-6,7-dihydro-5H-pyrrolo[1,2-a]imidazole IC=1N=C2N(C1)CCC2